(1s,4s)-4-((5-(1-(3,3-difluorocyclobutyl)-1H-benzo[d][1,2,3]triazol-6-yl)-6-fluoro-4-methoxypyrrolo[2,1-f][1,2,4]triazin-2-yl)amino)-1-methylcyclohexan-1-ol FC1(CC(C1)N1N=NC2=C1C=C(C=C2)C=2C(=CN1N=C(N=C(C12)OC)NC1CCC(CC1)(O)C)F)F